6-bromo-1H-pyrazolo[3,4-b]pyridine-3-carbaldehyde BrC1=CC=C2C(=N1)NN=C2C=O